5'-chloro-2'-{5H,6H,7H-pyrrolo[3,4-b]pyridin-6-ylmethyl}-7',8'-dihydro-6'H-spiro[cyclohexane-1,9'-furo[2,3-f]quinazoline]-7'-one ClC=1C=C2C(=C3C4(NC(NC13)=O)CCCCC4)OC(=C2)CN2CC4=NC=CC=C4C2